C1(CC1)(C1CC1)OC(=O)N1C[C@H]([C@H](C1)F)NC(=O)C=1C(=NC=C(C1)C1=CC(=C2C(=NC=NN21)N)CN2CCC(CC2)(F)F)OC [1,1'-Bi(cyclopropan)]-1-yl-(3R,4S)-3-(5-{4-amino-5-[(4,4-difluoropiperidin-1-yl)methyl]pyrrolo[2,1-f][1,2,4]triazin-7-yl}-2-methoxypyridin-3-amido)-4-fluoropyrrolidin-1-carboxylat